7-bromothiochroman-4-one BrC1=CC=C2C(CCSC2=C1)=O